F[P-](F)(F)(F)(F)F.[NH2+]1CCOCC1 morpholin-4-ium hexafluorophosphate